OC(C)(C)C1=CC=C(C=N1)C=1N=C2C(=NC1)NC(CN2[C@@H]2CC[C@H](CC2)OC)=O 6-(6-(2-hydroxypropan-2-yl)pyridin-3-yl)-4-(trans-4-methoxycyclohexyl)-3,4-dihydropyrazino[2,3-b]pyrazin-2(1H)-one